(1r,3r)-3-(Azetidine-1-carbonyl)cyclobutyl (8-amino-7-fluoro-6-(8-methyl-2,3-dihydro-1H-pyrido[2,3-b][1,4]oxazin-7-yl)isoquinolin-3-yl)carbamate NC=1C(=C(C=C2C=C(N=CC12)NC(OC1CC(C1)C(=O)N1CCC1)=O)C1=C(C2=C(OCCN2)N=C1)C)F